C(C)(C)(C)C=1C=C(C=CC1)[C@H](C)NC(=O)C1=C(C=C2C=CN(C2=C1)CC(C)C)F (S)-N-(1-(3-(tert-butyl)phenyl)ethyl)-5-fluoro-1-isobutyl-1H-indole-6-carboxamide